1-isobutyl-N-(6-(thiazol-5-yl)isoquinolin-3-yl)piperidine-4-carboxamide C(C(C)C)N1CCC(CC1)C(=O)NC=1N=CC2=CC=C(C=C2C1)C1=CN=CS1